1,2-bis(dimethylphosphino)-ethane CP(CCP(C)C)C